FC1CN(CC12CCN(CC2)C(=O)OCC2=CC=CC=C2)C(=O)OC(C)(C)C 8-benzyl 2-tert-butyl 4-fluoro-2,8-diazaspiro[4.5]decane-2,8-dicarboxylate